O1C(=CC=C1)C(C1=CC=C(O1)C)C1=CC=C(O1)C 5,5'-(furan-2-yl-methylene)bis(2-methylfuran)